stiboline [Sb]1=CCCC1